The molecule is a ketone that is heptan-3-one substituted by a 4-hydroxy-3-methoxyphenyl group at position 7, a methoxy group at position 5 and a phenyl group at position 1. Isolated from Alpinia officinarum, it exhibits antineoplastic and inhibitory activity against prostaglandin biosynthesis. It has a role as an antineoplastic agent, a prostaglandin antagonist and a plant metabolite. It is a ketone and a member of guaiacols. COC1=C(C=CC(=C1)CC[C@H](CC(=O)CCC2=CC=CC=C2)OC)O